methyl 5'-(((tert-butoxy carbonyl) amino) methyl)-2'-fluoro-4-methoxy-[1,1'-biphenyl]-3-carboxylate C(C)(C)(C)OC(=O)NCC=1C=CC(=C(C1)C1=CC(=C(C=C1)OC)C(=O)OC)F